COC(CC[C@@H](C)[C@H]1CC[C@H]2[C@@H]3C(C[C@@H]4C[C@@H](CC[C@]4(C)[C@H]3CC[C@]12C)O[Si](C)(C)C)=O)=O.CC1(N(C(OC1)=O)C(\C=C\C1=C(C=CC=C1)C(F)(F)F)=O)C (E)-4,4-dimethyl-3-(3-(2-(trifluoromethyl)phenyl)acryloyl)oxazolidin-2-one methyl-3α-trimethylsiloxy-7-keto-5β-cholanate